COC=1C(C(=NN(C1)C=1C(=NC(=CC1)N1CC(C(C1)(F)F)(F)F)OC)C1=CC=NN1C1=CC=CC=C1)=O 5-methoxy-1-[2-methoxy-6-(3,3,4,4-tetrafluoropyrrolidin-1-yl)pyridin-3-yl]-3-(1-phenyl-1H-pyrazol-5-yl)pyridazin-4(1H)-one